CN(C)CC1(CN(CC1)C1=C(C=NC=2NC3=C(C=C(C=C3C21)F)NC)C=2C=C1C(C(=CN(C1=NC2)NC)C(=O)O)=O)F 6-(4-(3-((dimethylamino)methyl)-3-fluoropyrrolidin-1-yl)-6-fluoro-8-(methylamino)-9H-pyrido[2,3-b]indol-3-yl)-1-(methylamino)-4-oxo-1,4-dihydro-1,8-naphthyridine-3-carboxylic acid